F[C@@H]1CN(CC[C@@H]1NC1=CC=CC2=C1SC(=C2CC(F)(F)F)C#CCNC2=C(C=C(C=C2)P(C)(C)=O)OC(F)(F)F)C (4-((3-(7-(((3R,4S)-3-fluoro-1-methylpiperidin-4-yl)amino)-3-(2,2,2-trifluoroethyl)benzo[b]thiophen-2-yl)prop-2-yn-1-yl)amino)-3-(trifluoromethoxy)phenyl)dimethylphosphine oxide